2-Amino-5-chloro-6-(trifluoromethyl)nicotinonitrile NC1=C(C#N)C=C(C(=N1)C(F)(F)F)Cl